5,5-dimethyloxazolidin-2-one CC1(CNC(O1)=O)C